bromo-4-methoxy-2-{[2-(trimethylsilyl)ethoxy]methyl}-2H-indazole-7-carboxylic acid methyl ester COC(=O)C1=CC=C(C2=C(N(N=C12)COCC[Si](C)(C)C)Br)OC